Isopropyl ((((2R,3S,4R,5S)-5-(4-aminopyrrolo[2,1-f][1,2,4]triazin-7-yl)-2-cyano-3,4-dihydroxytetrahydrofuran-2-yl)methoxy)(4-(dimethylcarbamoyl)phenoxy)phosphoryl)-L-alaninate NC1=NC=NN2C1=CC=C2[C@H]2[C@@H]([C@@H]([C@@](O2)(C#N)COP(=O)(OC2=CC=C(C=C2)C(N(C)C)=O)N[C@@H](C)C(=O)OC(C)C)O)O